NC1=C2C(=NC=N1)N(N=C2C2=CC=C1C=C(NC1=C2)C(=O)NC=2N(N=C(C2)C)C)C(C)(C)C 6-(4-amino-1-tert-butyl-pyrazolo[3,4-d]pyrimidin-3-yl)-N-(2,5-dimethylpyrazol-3-yl)-1H-indole-2-carboxamide